OC=1C=C(C=CC1O)\C=C\C1=CC=CC=C1 3,4-dihydroxy-trans-stilbene